tert-Butyl (5-(5-(4,4-difluoropiperidine-1-carbonyl)pyridin-2-yl)-7-methoxybenzofuran-2-yl)methylcarbamate FC1(CCN(CC1)C(=O)C=1C=CC(=NC1)C=1C=C(C2=C(C=C(O2)CNC(OC(C)(C)C)=O)C1)OC)F